N-((5-(5-(difluoromethyl)-1,3,4-oxadiazol-2-yl)pyridin-2-yl)methyl)-3-fluoro-1-(1-isobutylpiperidin-4-yl)-N-phenylazetidine-3-carboxamide FC(C1=NN=C(O1)C=1C=CC(=NC1)CN(C(=O)C1(CN(C1)C1CCN(CC1)CC(C)C)F)C1=CC=CC=C1)F